3-(3-cyanophenyl)-N5-cyclopropyl-N7-methyl-2,3-dihydrobenzofuran-5,7-dicarboxamide C(#N)C=1C=C(C=CC1)C1COC2=C1C=C(C=C2C(=O)NC)C(=O)NC2CC2